COCN1C(CNCC1)C methoxymethyl-2-methyl-piperazine